N-(3-(6-amino-2-fluoro-8-((6-iodobenzo[d][1,3]dioxol-5-yl)methyl)-9H-purin-9-yl)propyl)-2-methylpropane-2-sulfinamide NC1=C2N=C(N(C2=NC(=N1)F)CCCNS(=O)C(C)(C)C)CC1=CC2=C(OCO2)C=C1I